(2S,3R)-2-methyl-3-((methylsulfonyl)methyl)azetidine hydrochloride Cl.C[C@@H]1NC[C@H]1CS(=O)(=O)C